NC1=CC=C(C=C1)N1CCN(CC1)CC1=C2C(=NC=3C=C(C(=CC13)C)F)C1=CC3=C(C(N1C2)=O)COC([C@]3(O)CC)=O (S)-11-((4-(4-aminophenyl)-piperazin-1-yl)methyl)-4-ethyl-8-fluoro-4-hydroxy-9-methyl-1,12-dihydro-14H-pyrano-[3',4':6,7]indolizino[1,2-b]-quinoline-3,14(4H)-dione